4-(2-amino-2-methylpropanoyl)-N-(1-(trans-4-((2-amino-7-azaspiro[3.5]nonan-7-yl)methyl)cyclohexyl)-2-oxo-1,2-dihydropyrimidin-4-yl)piperazine-1-carboxamide hydrochloride salt Cl.NC(C(=O)N1CCN(CC1)C(=O)NC1=NC(N(C=C1)[C@@H]1CC[C@H](CC1)CN1CCC2(CC(C2)N)CC1)=O)(C)C